C1(CC1)C=1C=CC2=C(C(=NN(C2=O)CC(=O)NC2=NSC(=N2)C)C(C)C)N1 (2-cyclopropyl-8-isopropyl-5-oxo-pyrido[2,3-d]pyridazin-6-yl)-N-(5-methyl-1,2,4-thiadiazol-3-yl)acetamide